hydroxyethyl-resorcinol Isoamyl-p-methoxycinnamate C(CC(C)C)C(C(=O)OC1=C(C(O)=CC=C1)CCO)=CC1=CC=C(C=C1)OC